(S or R)-1-cyclopropyl-4-((6-(2-hydroxy-6-methyl-4-(trifluoromethyl)phenyl)-3-((S or R)-1-hydroxyethyl)-2H-pyrazolo[3,4-b]pyridin-2-yl)methyl)pyrrolidin-2-one C1(CC1)N1C(C[C@@H](C1)CN1N=C2N=C(C=CC2=C1[C@H](C)O)C1=C(C=C(C=C1C)C(F)(F)F)O)=O |o1:6,18|